N-(m-methylphenyl)benzimidazole CC=1C=C(C=CC1)N1C=NC2=C1C=CC=C2